Cl[Pd-3](C1=NC=CC=C1Cl)(=C1N(C=CN1C1=C(C=CC=C1C(CC)CC)C(CC)CC)C1=C(C=CC=C1C(CC)CC)C(CC)CC)Cl dichloro[1,3-bis(2,6-bis-3-pentylphenyl)imidazol-2-ylidene](3-chloropyridinyl)palladium (II)